ClC1=C(C=CC=C1)CC(=O)NC1=CC(=C(C=C1)N1N=CC(=C1)NC(C(F)F)=O)S(N)(=O)=O N-[1-(4-{[(2-chlorophenyl)acetyl]amino}-2-sulfamoylphenyl)-1H-pyrazol-4-yl]-2,2-difluoroacetamide